tris(bromophenyl)amine BrC1=C(C=CC=C1)N(C1=C(C=CC=C1)Br)C1=C(C=CC=C1)Br